C1(CCC1)CN(C1CCC(CC1)N(C1=CC(N(C=2C=CC(=NC12)C#N)C)=O)C)C1=CC2=C(OCO2)C=C1C 8-((4-((cyclobutylmethyl)(6-methylbenzo[d][1,3]dioxol-5-yl)amino)cyclohexyl)(methyl)amino)-5-methyl-6-oxo-5,6-dihydro-1,5-naphthyridine-2-carbonitrile